(E)-1-(((4-((2-(aminomethyl)-3-fluoroallyl)oxy)phenyl)sulfonyl)methyl)-3,3-dimethylpyrrolidin-2-one NC/C(/COC1=CC=C(C=C1)S(=O)(=O)CN1C(C(CC1)(C)C)=O)=C\F